BrC1=NN(C2=CC=CC=C12)[C@H]1C[C@H]([C@@H](CC1)NC(OC(C)(C)C)=O)F |r| Tert-Butyl N-[rac-(1R,2R,4R)-4-(3-bromoindazol-1-yl)-2-fluoro-cyclohexyl]carbamate